copper-nickel-iron-manganese salt [Mn].[Fe].[Ni].[Cu]